ClC1CC2=C(C3=CC=CC=C3C(=C2CC1)OC)OC(C(=C)C)=O 2-chloro-9-methacryloyloxy-10-methoxy-1,2,3,4-tetrahydroanthracene